C1(CCCCC1)NCC=1NC2=CC(=CC=C2C1)CNC(=O)C=1N=C2N(C(C1)=O)C=CC=C2 N-[[2-[(cyclohexylamino)methyl]-1H-indol-6-yl]methyl]-4-oxo-pyrido[1,2-a]pyrimidine-2-carboxamide